C(C)(C)(C)C=1C=C(CN(C(CN(S(=O)(=O)C2=C(C(=C(C(=C2F)F)F)F)F)CC2=C(C(=CC=C2)F)F)=O)C2=C(C=C(C(=O)O)C=C2)OC)C=C(C1)C1CC1 4-(N-(3-(tert-butyl)-5-cyclopropylbenzyl)-2-(N-(2,3-difluorobenzyl)-(2,3,4,5,6-pentafluorophenyl)sulfonamido)acetamido)-3-methoxybenzoic acid